N-[(dimethylamino)methylene]-5-nitro-2-(pyrazolo[1,5-a]pyrimidin-3-yl)benzenesulfonamide CN(C)C=NS(=O)(=O)C1=C(C=CC(=C1)[N+](=O)[O-])C=1C=NN2C1N=CC=C2